NC1=C(C#N)C=CC(=C1OC)OCC1=CC=CC=C1 2-amino-4-(benzyloxy)-3-methoxybenzonitrile